O=C1NC(CCC1N1C(N(C2=C1C=CC=C2C#CCN2CCN(CC2)C(=O)OC(C)(C)C)C)=O)=O Tert-butyl 4-{3-[1-(2,6-dioxopiperidin-3-yl)-3-methyl-2-oxo-1,3-benzodiazol-4-yl]prop-2-yn-1-yl}piperazine-1-carboxylate